(R/S)-citronellal CC(C)=CCC[C@@H](C)CC=O |r|